methyl 2-(2-{[5-(2-amino-1,3-benzodiazol-1-yl) pentyl] oxy} pyrazolo[1,5-a]pyridin-3-yl)-6-methylpyridine-4-carboxylate NC1=NC2=C(N1CCCCCOC1=NN3C(C=CC=C3)=C1C1=NC(=CC(=C1)C(=O)OC)C)C=CC=C2